1-((1H-Pyrazolo[3,4-b]pyridin-5-yl)methyl)-N-(3-fluoro-5-(trifluoromethyl)phenyl)indolin-6-carboxamid N1N=CC=2C1=NC=C(C2)CN2CCC1=CC=C(C=C21)C(=O)NC2=CC(=CC(=C2)C(F)(F)F)F